BrC=1N=C(OC1C1=CC=CC=C1)C1=CC=CC2=CC=CC=C12 4-bromo-2-(1-naphthyl)-5-phenyl-oxazole